[(trifluoromethyl)sulfonyl]piperidin FC(S(=O)(=O)N1CCCCC1)(F)F